FC=1C=C2C(=C(NC2=C(C1)F)C1=CC=C(C=C1)F)CCNC([C@@H](CO)NC(OC(C)(C)C)=O)=O tert-butyl N-[(1R)-2-[2-[5,7-difluoro-2-(4-fluorophenyl)-1H-indol-3-yl]ethylamino]-1-(hydroxymethyl)-2-oxo-ethyl]carbamate